ethyl (S)-4-(5-amino-4-((((4-fluorophenyl)methyl-d2)sulfonyl)oxy)-3-oxo-2,3-dihydrofuran-2-yl-2-d)benzoate NC1=C(C([C@](O1)([2H])C1=CC=C(C(=O)OCC)C=C1)=O)OS(=O)(=O)C([2H])([2H])C1=CC=C(C=C1)F